(hexyliminomethyl)morpholine C(CCCCC)N=CN1CCOCC1